1,3-dimethylbutylene glycol CC(CC(CO)C)O